BrC1=C(C(=O)OCC)C=C(C(=C1)N(C)C(C(=O)OCC)=O)[N+](=O)[O-] ethyl 2-bromo-4-(2-ethoxy-N-methyl-2-oxoacetylamino)-5-nitrobenzoate